COC(=O)C=1[C@@H](N=C(N(C1CN1CC2(CC2)C[C@H]1CO)C)S1NC=CC=C1)C1=C(C=C(C=C1)F)Cl (R)-methyl-4-(2-chloro-4-fluorophenyl)-6-(((S)-6-(hydroxymethyl)-5-azaspiro[2.4]heptan-5-yl)methyl)-2-(thiapyridin-2-yl)-1,4-dihydropyrimidine-5-carboxylic acid methyl ester